(R)-6-(2-(ethoxymethoxy)-4-ethynylphenyl)-5-methyl-N-(piperidin-3-yl)pyridazin-3-amine C(C)OCOC1=C(C=CC(=C1)C#C)C1=C(C=C(N=N1)N[C@H]1CNCCC1)C